FC1=C(C(=CC=C1)F)NC(C1=C(C=C(C(=C1)F)N1N=C(N(C1=O)CC)OC(C)C)O[C@H](C(F)(F)F)C)=O N-(2,6-difluorophenyl)-4-[4-ethyl-5-oxo-3-(prop-2-yloxy)-4,5-dihydro-1H-1,2,4-triazol-1-yl]-5-fluoro-2-{[(2S)-1,1,1-trifluoropropan-2-yl]oxy}benzamide